1-(3-Fluoropyridin-2-yl)ethanone FC=1C(=NC=CC1)C(C)=O